C(C1=CC=CC=C1)OC(=O)NCC12CN(CC(CC1)N2C(=O)OC(C)(C)C)C=2C1=C(N=C(N2)Cl)C(=C(N=C1)Cl)F tert-butyl 1-((((benzyloxy)carbonyl)amino)methyl)-3-(2,7-dichloro-8-fluoropyrido[4,3-d]pyrimidin-4-yl)-3,8-diazabicyclo[3.2.1]octane-8-carboxylate